Hydroxy-D-Methionine ON[C@H](CCSC)C(=O)O